2-(isocyanatoethyloxy)ethyl isocyanate N(=C=O)CCOCCN=C=O